[La].OCC(CO)(COCC(CO)(CO)CO)CO dipentaerythritol lanthanum